C(C)(C)(C)OC(=O)N1C2(CC2)C[C@H](CC1)C1=CC2=NC=C(C=C2S1)C=1C=C(C=2N(N1)C=C(N2)C)OC(F)F (7S)-7-[6-[8-(difluoromethoxy)-2-methyl-imidazo[1,2-b]pyridazin-6-yl]thieno[3,2-b]pyridin-2-yl]-4-azaspiro[2.5]octane-4-carboxylic acid tert-butyl ester